ClC=1C=C(C=CC1F)C(S(=O)(=O)C1=CC=C(C)C=C1)C(=O)N ((3-chloro-4-fluorophenyl)(tosyl)methyl)carboxamide